7-(4-bromo-3-chloro-benzoyl)-2-[4-(cyclopropoxy)phenyl]-N-[(6-fluoroquinoxalin-5-yl)methyl]-3-oxo-6,8-dihydro-5H-imidazo[1,5-a]pyrazine-1-carboxamide BrC1=C(C=C(C(=O)N2CC=3N(CC2)C(N(C3C(=O)NCC3=C2N=CC=NC2=CC=C3F)C3=CC=C(C=C3)OC3CC3)=O)C=C1)Cl